10-(2-hydroxypropyl)-1,4,7,10-tetraazacyclododecan-1,4,7-triacetic acid OC(CN1CCN(CCN(CCN(CC1)CC(=O)O)CC(=O)O)CC(=O)O)C